butoxy-7-(4-(piperazin-1-ylmethyl)benzyl)imidazo[2,1-f][1,2,4]triazin-4-amine C(CCC)OC1=NN2C(C(=N1)N)=NC=C2CC2=CC=C(C=C2)CN2CCNCC2